FC1=CC=C(C=C1)S(=O)(=O)N(C)CC1=CC=C(C=C1)OC 4-fluoro-N-(4-methoxybenzyl)-N-methylbenzenesulfonamide